C(C1=CC=CC=C1)C1CCC=CCC(C[C@H](NC([C@@H](NC(O1)=O)CC(C)C)=O)C(=O)N(C)OC)C(=O)N(C)C (4S,7S)-15-Benzyl-4-isobutyl-N7-methoxy-N7,N9,N9-trimethyl-2,5-dioxo-1-oxa-3,6-diazacyclopentadec-11-ene-7,9-dicarboxamide